(2'-methyl-[2,4'-bipyridin-4-yl]oxy)pyridin-2-amine CC1=NC=CC(=C1)C1=NC=CC(=C1)OC=1C(=NC=CC1)N